ethyl (R)-2-(1-(6-(5-(((4-(1H-pyrazol-1-yl)pyrimidin-2-yl)oxy)methyl)-1-methyl-1H-1,2,3-triazol-4-yl)-2-ethylpyridin-3-yl)piperidin-3-yl)acetate N1(N=CC=C1)C1=NC(=NC=C1)OCC1=C(N=NN1C)C1=CC=C(C(=N1)CC)N1C[C@H](CCC1)CC(=O)OCC